ClC=1C=C(C=CC1Cl)[C@@H](C)N (R)-1-(3,4-dichlorophenyl)ethan-1-amine